CC=1C=2N(C(=CC1)OCC(F)(F)F)N=C(N2)NC2C1CN(CC2CC1)C1=CC(=NC=C1)C(F)(F)F 8-methyl-5-(2,2,2-trifluoroethoxy)-N-((8endo)-3-(2-(trifluoromethyl)pyridin-4-yl)-3-azabicyclo[3.2.1]octan-8-yl)-[1,2,4]triazolo[1,5-a]pyridin-2-amine